Rel-(1S,2S,3S)-2-fluoro-3-(3-(3-(methoxymethyl)-1-methyl-1H-pyrazole-5-carboxamido)-1H-pyrazol-5-yl)cyclopentyl isopropylcarbamate C(C)(C)NC(O[C@@H]1[C@H]([C@@H](CC1)C1=CC(=NN1)NC(=O)C1=CC(=NN1C)COC)F)=O |o1:6,7,8|